C(CCCCCCCCCCCCCCCCCCCCCC)(=O)OC(CCCCCCCCCCCCCCC)=O palmitoyl tricosanoate